FC(C1=C(C=CC(=C1)C(=O)N1[C@@H](C/C(/C1)=N/OC)CO)C1=C(C(=CC=C1)C)C)F (S,Z)-(2-(Difluoromethyl)-2',3'-dimethyl-[1,1'-biphenyl]-4-yl)(2-(hydroxymethyl)-4-(methoxyimino)pyrrolidin-1-yl)methanone